O[C@@H]1CN(CC1)C1=CC=NC=N1 6-((S)-3-hydroxypyrrolidin-1-yl)pyrimidin